p-tolyl-acetyl chloride CC1=CC=C(C=C1)CC(=O)Cl